FC=1C=NC(=NC1)O[C@@H]1CN(C[C@H]1CCC1=CC=C(C=C1)C(F)(F)F)C(=O)OC(C)(C)C tert-butyl trans-3-((5-fluoropyrimidin-2-yl)oxy)-4-(4-(trifluoromethyl)phenethyl)pyrrolidine-1-carboxylate